2-Chloro-6-fluorobenzyl-3-oxo-3,4-dihydro-2H-benzo[b][1,4]thiazine-6-carbohydrazide hydrochloride Cl.ClC1=C(CC2C(NC3=C(S2)C=CC(=C3)C(=O)NN)=O)C(=CC=C1)F